N1(C=NC=C1)CCC(=O)NC=1C=C(OC=2C=C(C=C(C2)C)C=2C3=C(C(N(C2)C)=O)NC(=C3)C(=O)NCC)C=CC1C 4-(3-(3-(3-(1H-imidazol-1-yl)propanamido)-4-methylphenoxy)-5-methylphenyl)-N-ethyl-6-methyl-7-oxo-6,7-dihydro-1H-pyrrolo[2,3-c]pyridine-2-carboxamide